5-iodo-6-methyl-2-(methylsulfanyl)pyrimidin-4-amine IC=1C(=NC(=NC1C)SC)N